Methyl (S)-3-(4-((1-(7-amino-2-(furan-2-yl)-[1,2,4]triazolo[1,5-a][1,3,5]triazin-5-yl)piperidin-3-yl)methyl)piperazin-1-yl)isonicotinate NC1=NC(=NC=2N1N=C(N2)C=2OC=CC2)N2C[C@@H](CCC2)CN2CCN(CC2)C2=C(C(=O)OC)C=CN=C2